N-(4-fluoro-3-nitrophenyl)-4-(trifluoromethyl)picolinamide FC1=C(C=C(C=C1)NC(C1=NC=CC(=C1)C(F)(F)F)=O)[N+](=O)[O-]